1-(4-(3-Chloro-2-methylphenyl)piperazin-1-yl)-2-(5,5-difluoro-3-((3S,4R)-3-fluoro-4-hydroxypiperidin-1-carbonyl)-4,5,6,7-tetrahydro-1H-indazol-1-yl)ethan-1-on ClC=1C(=C(C=CC1)N1CCN(CC1)C(CN1N=C(C=2CC(CCC12)(F)F)C(=O)N1C[C@@H]([C@@H](CC1)O)F)=O)C